CN1N=C2C(=CC(=CC2=C1)[N+](=O)[O-])C#N 2-methyl-5-nitroindazol-7-carbonitrile